2-oxobutanoate sodium salt [Na+].O=C(C(=O)[O-])CC